C(CC)[C@H]1CCCC=2N1N=C(N2)C(=O)N[C@H]2COC1=C(N(C2=O)C)C=CC=C1 |r| rac-(5S)-5-propyl-N-[rac-(3S)-5-methyl-4-oxo-2,3-dihydro-1,5-benzoxazepin-3-yl]-5,6,7,8-tetrahydro-[1,2,4]triazolo[1,5-a]pyridine-2-carboxamide